[Na].[S].[P] phosphorus sulfur sodium salt